[N+](=O)([O-])C1=CC=C(C=C1)N1C(CCC1=O)CC#N 2-(1-(4-Nitrophenyl)-5-oxopyrrolidin-2-yl)acetonitrile